C1(CC1)C1=C(C(=NO1)C1=C(C=CC=C1Cl)Cl)COC1C[C@H]2CC[C@@H](C1)N2C(=O)N2CCC1=CC=C(C=C21)C(=O)O 1-((1R,3R,5S)-3-((5-cyclopropyl-3-(2,6-dichlorophenyl)isoxazol-4-yl)methoxy)-8-azabicyclo[3.2.1]octane-8-carbonyl)indoline-6-carboxylic acid